Cl.O=C1N(CC2=CC(=CC=C12)C1CCNCC1)C1C(NC(CC1)=O)=O 3-[1-oxo-5-(piperidin-4-yl)-3H-isoindol-2-yl]piperidine-2,6-dione hydrochloride